C(#C)C=1C=CC2=C(C(=N[C@@H](C=3N2C=NC3C(=O)OCC)C)C3=C(C=CC=C3)F)C1 ethyl (R)-8-ethynyl-6-(2-fluorophenyl)-4-methyl-4H-benzo[f]imidazo[1,5-a][1,4]diazepine-3-carboxylate